COC1=CC=C(C=CC)C=C1 p-methoxy-β-methyl-styrene